C1(=CC=CC=C1)C=1C=C(C2=CC=CC=C2C1)N1C(=CC2=CC=CC=C12)C1=CC=C(C=C1)C#CC1=CC=CC=C1 N-(3-phenylnaphthyl)-2-(4-phenylethynylphenyl)-indole